(6-methyl-2-(3-(piperidin-4-yl)indol-1-yl)pyrimidin-4-yl)-1H-indazol-5-amine CC1=CC(=NC(=N1)N1C=C(C2=CC=CC=C12)C1CCNCC1)N1N=CC2=CC(=CC=C12)N